2'-amino-[1,1'-biphenyl] NC1=C(C=CC=C1)C1=CC=CC=C1